(R)-4-(7-fluoroimidazo[1,2-a]pyridin-3-yl)-7-((5-(2-(2-hydroxy-propan-2-yl)morpholino)pyridin-2-yl)amino)isoindolin-1-one FC1=CC=2N(C=C1)C(=CN2)C2=C1CNC(C1=C(C=C2)NC2=NC=C(C=C2)N2C[C@@H](OCC2)C(C)(C)O)=O